(1R,11R)-18-(difluoromethoxy)-12-methyl-5-{7-oxo-5H,6H-cyclopenta[b]pyridin-3-yl}-2,9,12-triazapentacyclo[9.8.1.0^{2,10}.0^{3,8}.0^{14,19}]icosa-3(8),4,6,9,14(19),15,17-heptaen-13-one FC(OC1=CC=CC=2C(N([C@H]3C4=NC=5C=CC(=CC5N4[C@@H](C12)C3)C=3C=C1C(=NC3)C(CC1)=O)C)=O)F